6-decyl-tetradecanol Ethyl-2-bromo-7-oxo-4,5,6,7-tetrahydrobenzo[b]thiophene-3-carboxylate C(C)C1CCC(C=2SC(=C(C21)C(=O)OCCCCCC(CCCCCCCC)CCCCCCCCCC)Br)=O